{4-[1-methyl-4-(trifluoromethyl)imidazol-2-yl]phenyl}ethanol CN1C(=NC(=C1)C(F)(F)F)C1=CC=C(C=C1)C(C)O